(4S)-1-(1-(3-Amino-4-hydroxyphenyl)-2-methoxyethyl)-4-(difluoromethyl)imidazolidin-2-one NC=1C=C(C=CC1O)C(COC)N1C(N[C@@H](C1)C(F)F)=O